5-Cyano-6-(difluoromethyl)-3,4-dimethyl-N-(1-(1-methyl-1H-pyrazol-4-yl)-1H-indazol-6-yl)picolinamide C(#N)C=1C(=C(C(=NC1C(F)F)C(=O)NC1=CC=C2C=NN(C2=C1)C=1C=NN(C1)C)C)C